OCCN1C2(CCN3NC4CCNCC4C3C1)CC2 13'-(2-hydroxyethyl)-4',8',9',13'-tetraazaspiro[cyclopropane-1,12'-tricyclo[7.5.0.02,7]tetradecane]